2-bromo-1-[4-(2-bromoethyl)phenyl]-2-methylpropan-1-one BrC(C(=O)C1=CC=C(C=C1)CCBr)(C)C